N-(6-chloropyridin-3-yl)-6-methylisoquinolin-1-amine ClC1=CC=C(C=N1)NC1=NC=CC2=CC(=CC=C12)C